CC(C)(C)S(=O)NC1(CCC1)C1=CN=C(S1)SC 2-methyl-N-(1-(2-(methylthio)thiazol-5-yl)cyclobutyl)propane-2-sulfinamide